FC=1C=C(CN2C=CC3=CC(=CC=C23)NC(C=C)=O)C=CC1F N-(1-(3,4-difluorobenzyl)-1H-indol-5-yl)-acrylamide